C(=O)(OCC1C2=CC=CC=C2C2=CC=CC=C12)N[C@@H](CCCCNC(C)=C1C(CC(CC1=O)(C)C)=O)C(=O)O N-Fmoc-N'-[1-(4,4-dimethyl-2,6-dioxocyclohexylidene)ethyl]-L-lysine